(3S,7S,14S)-14-benzyl-5,13,16-trioxo-4,6,12,15-tetraazaoctadecane-1,3,7,18-tetracarboxylic acid C(C1=CC=CC=C1)[C@@H](C(NCCCC[C@H](NC(N[C@@H](CCC(=O)O)C(=O)O)=O)C(=O)O)=O)NC(CCC(=O)O)=O